O1COC2=C1C=CC(=C2)OCC(=O)N(CC2SCCC2)C2=NNC=C2 2-(1,3-benzodioxol-5-yloxy)-N-(1H-pyrazol-3-yl)-N-(tetrahydrothiophen-2-ylmethyl)acetamide